ClCC1=NN=C(O1)C1=CC=C(N=N1)OC 6-[5-(chloromethyl)-1,3,4-oxadiazol-2-yl]-3-methoxy-1,2-diazine